Thulium-nickel [Ni].[Tm]